C(C)(C)(C)NC(=O)C1[C@H]2CN(C[C@@H]12)C(=O)OC(C)(C)C tert-butyl (1R,5S,6r)-6-[(tert-butyl) carbamoyl]-3-azabicyclo[3.1.0]hexane-3-carboxylate